FC(C(=O)OC(CC(F)(F)F)F)=C tetrafluoropropyl fluoroacrylate